(S)-2-(1,3,4-oxadiazol-2-yl)-7-(4-(2-((S)-tetrahydrofurane-3-yl)phenyl)piperidin-1-yl)-5-oxa-2-azaspiro[3.4]octane O1C(=NN=C1)N1CC2(C1)OC[C@H](C2)N2CCC(CC2)C2=C(C=CC=C2)[C@H]2COCC2